3-[3-piperidyl]-1-sulfamoyl-pyrrole-2-carboxylic acid hydrochloride Cl.N1CC(CCC1)C1=C(N(C=C1)S(N)(=O)=O)C(=O)O